(3-(3-fluorophenyl)-1-methyl-1H-indazol-7-yl)(4-(1-(((1s,3s)-3-hydroxycyclobutyl)methyl)-1H-benzo[d]imidazol-2-yl)piperidin-1-yl)methanone FC=1C=C(C=CC1)C1=NN(C2=C(C=CC=C12)C(=O)N1CCC(CC1)C1=NC2=C(N1CC1CC(C1)O)C=CC=C2)C